C1(CC1)[C@@H](O)C1=C(C(=O)NCC2=NC=C3C=CC(=NC3=C2)C2=NC(=CC=C2)N2C[C@@H](O[C@@H](C2)C)C)C=CC=C1 ((R)-cyclopropyl(hydroxy)methyl)-N-((2-(6-((cis)-2,6-dimethylmorpholino)pyridin-2-yl)-1,6-naphthyridin-7-yl)methyl)benzamide